butyryloxylithium aluminum hydride [AlH3].C(CCC)(=O)O[Li]